4-(4-methyl-1H-imidazol-1-yl)-3-(trifluoromethyl)benzoyl chloride CC=1N=CN(C1)C1=C(C=C(C(=O)Cl)C=C1)C(F)(F)F